N-α-(t-butoxycarbonyl)-D-glutamic acid α-methyl ester CC(C)(C)OC(=O)N[C@H](CCC(=O)O)C(=O)OC